MethylbenzeneThiol CC1=CC=C(C=C1)S